FC[C@H]1OCCN(C1)C=1C=C2C(=CC=NC2=CC1)C(=O)OC(C)(C)C tert-butyl (S)-6-(2-(fluoromethyl)morpholino)quinoline-4-carboxylate